N,N-diethyl-2-fluoroacrylamide C(C)N(C(C(=C)F)=O)CC